4-(6-(Trifluoromethyl)quinoline-2-yl)benzenesulfonamide FC(C=1C=C2C=CC(=NC2=CC1)C1=CC=C(C=C1)S(=O)(=O)N)(F)F